tetrahydropyrido[3,4-b]pyrazine N1C2=C(NCC1)C=NC=C2